tert-Butyl 3-(5-(5-(2,3-dihydro-1H-inden-4-yl)-6-methoxy-1-(4-methoxybenzyl)-1H-pyrazolo[4,3-b]pyridin-3-yl)pyridin-2-yl)-2,5-dihydro-1H-pyrrole-1-carboxylate C1CCC2=C(C=CC=C12)C1=C(C=C2C(=N1)C(=NN2CC2=CC=C(C=C2)OC)C=2C=CC(=NC2)C=2CN(CC2)C(=O)OC(C)(C)C)OC